3-Hydroxy-N-methoxy-N,2-dimethylpentanamide OC(C(C(=O)N(C)OC)C)CC